7-chloro-6-(2,6-difluorophenyl)-8-(trifluoromethyl)-4H-[1,2,4]triazolo[1,5-a][1,4]benzodiazepine-2-carboxylic acid ClC1=C(C=CC2=C1C(=NCC=1N2N=C(N1)C(=O)O)C1=C(C=CC=C1F)F)C(F)(F)F